NC1=NC(=CC(=N1)N1CCC2(C[C@H](NC2)C(=O)OCC)CC1)O[C@@H](C(F)(F)F)C1=C(C=C(C=C1)Cl)C1=CC(=CC(=C1)C(F)(F)F)F (S)-ethyl 8-(2-amino-6-((R)-1-(5-chloro-3'-fluoro-5'-(trifluoromethyl)-[1,1'-biphenyl]-2-yl)-2,2,2-trifluoroethoxy)pyrimidin-4-yl)-2,8-diazaspiro[4.5]decane-3-carboxylate